CS(=O)(=O)C1=CC=C(OC[C@H]2NCCNC2)C=C1 (S)-2-((4-(methylsulfonyl)phenoxy)methyl)piperazine